Cl.Cl.N1CC(C1)OCCCCCC1=CC=C2CC(CNC2=N1)C 7-(5-(azetidin-3-yloxy)pentyl)-3-methyl-1,2,3,4-tetrahydro-1,8-naphthyridine dihydrochloride